N-[(3S)-2,6-dioxo-3-piperidinyl]-benzamide O=C1NC(CC[C@@H]1NC(C1=CC=CC=C1)=O)=O